tert-Butyl-N2-(((9H-fluoren-9-yl)methoxy)carbonyl)-N6-(tert-butoxycarbonyl)-L-lysyl-L-alaninate C(C)(C)(C)N([C@@H](CCCCNC(=O)OC(C)(C)C)C(=O)N[C@@H](C)C(=O)[O-])C(=O)OCC1C2=CC=CC=C2C=2C=CC=CC12